N1C=C(C2=CC=CC=C12)C1=NC(=NC=C1)C=1C(=C(C=C(C1N(C)CCN(CC)CC)[N+](=O)[O-])N)OC (4-(1H-indol-3-yl)pyrimidin-2-yl)-N4-(2-(diethylamino)ethyl)-2-methoxy-N4-methyl-5-nitrobenzene-1,4-diamine